methyl 4-[[6-benzyloxy-8-fluoro-7-(1,1,4-trioxo-1,2,5-thiadiazolidin-2-yl)-2-naphthyl]oxy]-2,2-dimethyl-butanoate C(C1=CC=CC=C1)OC=1C=C2C=CC(=CC2=C(C1N1S(NC(C1)=O)(=O)=O)F)OCCC(C(=O)OC)(C)C